N[C@@H](CC(=O)O)C(=O)O.N1C(N)=NC=2N=CNC2C1=O guanine-aspartic acid